2'-C-methyl-2'-thiouridine-5'-triphosphate P(O)(=O)(OP(=O)(O)OP(=O)(O)O)OC[C@@H]1[C@H]([C@]([C@@H](O1)N1C(=O)NC(=O)C=C1)(S)C)O